methyl α-formylphenylacetate C(=O)C(C(=O)OC)C1=CC=CC=C1